(S or R)-2-(5-(2-(((R)-((R)-8-cyano-1,2,3,4-tetrahydroquinoxalin-2-yl)(phenyl)methyl)amino)ethyl)-2-fluorophenyl)propanoic acid C(#N)C=1C=CC=C2NC[C@@H](NC12)[C@@H](C1=CC=CC=C1)NCCC=1C=CC(=C(C1)[C@@H](C(=O)O)C)F |o1:28|